(3-(3,4-dihydroquinolin-1(2H)-yl)propionyl)proline N1(CCCC2=CC=CC=C12)CCC(=O)N1[C@@H](CCC1)C(=O)O